BrC1=CC=C2C=C(NC2=C1)C1CCN(CC1)C(=O)OC(C)(C)C tert-butyl 4-(6-bromo-1H-indol-2-yl)piperidine-1-carboxylate